CC1=C(C=C(C=C1)C1=NC(=NS1)C)NCC(=O)N1CCC2=C(C=CC=C12)CS(=O)C 2-((2-methyl-5-(3-methyl-1,2,4-thiadiazol-5-yl)phenyl)amino)-1-(4-((methylsulfinyl)methyl)indolin-1-yl)ethan-1-one